(1,2-dihydro-anthracen-5-yl)-3,4-difluorobenzamide C1CC=CC2=CC3=C(C=CC=C3C=C12)C1=C(C(=O)N)C=CC(=C1F)F